1-[4-(4-fluorophenyl)-2-(tetrazol-2-yl)cyclopentyl]piperidin FC1=CC=C(C=C1)C1CC(C(C1)N1CCCCC1)N1N=CN=N1